NC1=NC=CC=C1C1=NC=2C(=NC(=CC2)C2=CC=CC=C2)N1C1=CC=C(CN2CC3CCC(C2)N3C3=NC(=NC=N3)C#N)C=C1 4-(3-(4-(2-(2-aminopyridin-3-yl)-5-phenyl-3H-imidazo[4,5-b]pyridin-3-yl)benzyl)-3,8-diazabicyclo[3.2.1]octan-8-yl)-1,3,5-triazine-2-carbonitrile